C1=CC=C2C(=C1)C=NC(=O)N2 quinazolone